(2R,3S)-N-ethyl-2-((((CIS)-4-(3-fluorophenyl)cyclohexyl)oxy)methyl)-3-(4-methyl-1H-pyrazol-3-yl)piperidine-1-carboxamide C(C)NC(=O)N1[C@H]([C@H](CCC1)C1=NNC=C1C)CO[C@@H]1CC[C@@H](CC1)C1=CC(=CC=C1)F